CN1C=C(C2=CC=CC=C12)C(=O)C1=CC=CC=2N(C3=CC=CC=C3C12)C1CCN(CC1)CC1=NC=CC=C1 (1-methyl-1H-indol-3-yl)(9-(1-(pyridin-2-ylmethyl)piperidin-4-yl)-9H-carbazol-4-yl)methanone